C[C@H]1CN2C(C=3N1C(=NC3)[C@@](C(F)(F)F)(C)O)=CC(=N2)C23CCC(CC2)(C3)C=O 4-((S)-5-methyl-3-((R)-1,1,1-trifluoro-2-hydroxypropan-2-yl)-5,6-dihydroimidazo[1,5-a]pyrazolo[5,1-c]pyrazin-9-yl)bicyclo[2.2.1]heptane-1-carbaldehyde